C(C)OC([C@H](CCC1=NC2=C(N1C)C=CC(=C2)N(CCO)CCO)NC([C@H](C(C)C)NC(=O)OC(C)(C)C)=O)=O.C2(=CC=CC=C2)[Si](OOC(C)(C)CCC)(C)C phenyl-dimethyl-(t-hexylperoxy)silane ethyl-(2S)-4-[5-[bis(2-hydroxyethyl)amino]-1-methyl-benzimidazol-2-yl]-2-[[(2S)-2-(tert-butoxycarbonylamino)-3-methyl-butanoyl]amino]butanoate